NCCCNC1CCCCC1 Aminopropyl-Cyclohexylamine